2-(Thiazol-2-yl)propan-2-ol S1C(=NC=C1)C(C)(C)O